FC1=CC(=C(N)C=C1[N+](=O)[O-])OC 4-fluoro-2-methoxy-5-Nitroaniline